2,2'-(2-oxopiperazine-1,4-diyl)bis(N-isobutyl-N-(4-methoxybenzyl)acetamide) O=C1N(CCN(C1)CC(=O)N(CC(C)C)CC1=CC=C(C=C1)OC)CC(=O)N(CC1=CC=C(C=C1)OC)CC(C)C